(2'-chloro-[1,1'-biphenyl]-3-yl)boronic acid ClC1=C(C=CC=C1)C1=CC(=CC=C1)B(O)O